Methyl (E)-3-(2'-fluoro-5-((4-methylbenzyl)carbamoyl)-[1,1'-biphenyl]-3-yl)acrylate FC1=C(C=CC=C1)C1=CC(=CC(=C1)C(NCC1=CC=C(C=C1)C)=O)/C=C/C(=O)OC